3-hydroxy-4-(difluoromethoxy)-benzaldehyde OC=1C=C(C=O)C=CC1OC(F)F